FC1=CC=C(C=C1)C=1C(=C(C=NC1C)C(=O)NC1=CC=C(C=C1)OC1=CC=NC2=CC(=C(N=C12)C)C=1C=NC=CC1)O 5-(4-fluorophenyl)-4-hydroxy-6-methyl-N-[4-[(6-methyl-7-pyridin-3-yl-1,5-naphthyridin-4-yl)oxy]phenyl]pyridine-3-carboxamide